CC1=CC(=NN1C=1C=C2C=CN(C2=CC1)CC1=CC=C(C=C1)C1C[C@@H]2[C@@H](CN(C2)C)C1)C(=O)N 5-Methyl-1-(1-(4-((3aR,5s,6aS)-2-methyloctahydrocyclopenta[c]pyrrol-5-yl)benzyl)-1H-indol-5-yl)-1H-pyrazol-3-carboxamid